ClC1=CC=2N(C=C1C1CCN(CC1)S(=O)(=O)C1=CN=C(O1)C)N=C(N2)[2H] 5-((4-(7-chloro-[1,2,4]triazolo[1,5-a]pyridin-6-yl-2-d)piperidin-1-yl)sulfonyl)-2-methyloxazole